FC1(C[C@H](CN(C1)C(=O)N1C=NC=C1)N1S(C(CC1)C)(=O)=O)F 2-[(3R)-5,5-difluoro-1-(1H-imidazole-1-carbonyl)piperidin-3-yl]-5-methyl-1λ6,2-thiazolidine-1,1-dione